N1(CCC(CC1)C1=CC=C(C=C1)[C@@H]1C=2C=CC(=CC2CC[C@@H]1C1=CC=CC=C1)O)C1CCNCC1 (5R,6S)-5-(4-(1,4'-bipiperidin-4-yl)phenyl)-6-phenyl-5,6,7,8-tetrahydronaphthalen-2-ol